3-methylpentyn-1-ol CC(C#CO)CC